8-(2,6-difluoro-4-nitrophenyl)-8-azabicyclo[3.2.1]octane FC1=C(C(=CC(=C1)[N+](=O)[O-])F)N1C2CCCC1CC2